7-((bromotriphenyl-λ5-phosphaneyl)methyl)-1,2,3,4-tetrahydro-1,8-naphthyridine BrP(C1=CC=CC=C1)(C1=CC=CC=C1)(C1=CC=CC=C1)CC1=CC=C2CCCNC2=N1